C1(=C(C(=C(C2=C1C1=C(NC3=C(C(=C(C(=C13)[2H])[2H])[2H])[2H])[Se]2)[2H])[2H])[2H])[2H] 6H-benzo[4,5]selenopheno[2,3-b]indole-1,2,3,4,7,8,9,10-d8